NC1=CN=NC2=CC(=CC=C12)C=1C(=CC(=C(C1)B(O)O)OC)C=1N=CNC1 [5-(4-aminocinnolin-7-yl)-4-(1H-imidazol-4-yl)-2-methoxyphenyl]boronic acid